ClC=1C(=C(C=CC1S(=O)C)C(C(=O)O)C)S(=O)C (3-chloro-(dimethylsulfinylphenyl))propionic acid